BrC=1C=C(C(=O)N(C)[C@H]2COCC=3NC(C=4C=C(C(=CC4C32)F)F)=O)C=CC1 (R)-3-Bromo-N-(8,9-difluoro-6-oxo-1,4,5,6-tetrahydro-2H-pyrano[3,4-c]isoquinolin-1-yl)-N-methylbenzamide